C(C)(=O)N1CCC(CC1)C1=NN(C2=CC=CC(=C12)C1=CC2=C(C=CO2)C=C1)CC(=O)NCC(=O)NCC(=O)O 2-(2-{2-[3-(1-acetylpiperidin-4-yl)-4-(1-benzofuran-6-yl)-1H-indazol-1-yl]acetamido}acetamido)acetic acid